Cl.Cl.CC1(C(NC2=NC=CC(=C21)C2=NN(C=C2)C2CCNCC2)=O)C 3,3-dimethyl-4-[1-(4-piperidinyl)pyrazol-3-yl]-1H-pyrrolo[2,3-b]Pyridin-2-one dihydrochloride